N1CCC(CC1)OC1CCC12CCN(CC2)C(=O)[O-] piperidin-4-yloxy-7-azaspiro[3.5]nonane-7-carboxylate